FC=1C=C(C=C(C1C=O)[N+](=O)[O-])CN(C(=O)C=1C=NC(=NC1)C(F)(F)F)C=1C(=NC=CC1)S(=O)(=O)C N-[(3-fluoro-4-formyl-5-nitrophenyl)methyl]-N-(2-methanesulfonylpyridin-3-yl)-2-(trifluoromethyl)pyrimidine-5-carboxamide